N[C@@H](C(=O)O)CNC(C1=CC(=C(C=C1)F)C=1C(=NN(C1C)C)C)=O (R)-2-amino-3-(4-fluoro-3-(1,3,5-trimethyl-1H-pyrazol-4-yl)benzamido)propanoic acid